OC1=CC=C(C2=CC(=CC=C12)C(=O)O)O 1,4-dihydroxy-6-naphthoic acid